tert-butyl N-[trans-4-[(6Z)-4-amino-10-chloro-6-methoxyimino-5,5-dimethyl-benzo[h]quinazolin-8-yl]oxycyclohexyl]carbamate NC1=NC=NC=2C3=C(\C(\C(C12)(C)C)=N/OC)C=C(C=C3Cl)O[C@@H]3CC[C@H](CC3)NC(OC(C)(C)C)=O